C1(CC1)COC1=C(C=C(C=C1)S(=O)(=O)C)C1=CN(C(C2=CC=C(C=C12)OC)=O)C 4-[2-(cyclopropylmethoxy)-5-methylsulfonylphenyl]-6-methoxy-2-methylisoquinolin-1-one